(2R,5S)-4-(5-(tert-butyl)-7H-pyrrolo[2,3-d]pyrimidin-4-yl)-2,5-dimethylpiperazine-1-carboxylic acid tert-butyl ester C(C)(C)(C)OC(=O)N1[C@@H](CN([C@H](C1)C)C=1C2=C(N=CN1)NC=C2C(C)(C)C)C